4-chloro-2,3,7,10-tetrazatricyclo[7.4.0.02,6]trideca-1(9),3,5,7-tetraene ClC1=NN2C=3CCCNC3C=NC2=C1